5-((3-(8-bromo-3-(2,2,2-trifluoroethyl)indolizin-2-yl)prop-2-yn-1-yl)amino)-N-(methylsulfonyl)-6-(methoxy-d3)pyridine-2-carboxamide BrC1=CC=CN2C(=C(C=C12)C#CCNC=1C=CC(=NC1OC([2H])([2H])[2H])C(=O)NS(=O)(=O)C)CC(F)(F)F